[NH4+].C(=C)C1=CC=CC=C1 vinylbenzene, ammonium salt